O1C(CC(CC1)=O)=O dihydro-2H-pyran-2,4(3H)-dione